3-amino-N-(1-(3-((4-amino-5-fluoropyrimidin-2-yl)oxy)propyl)piperidin-4-yl)-2-oxo-1-(4-phenyl-3,4-dihydro-2H-benzo[b][1,4]oxazin-6-yl)-1,2-dihydrothieno[2,3-b]pyrazine-6-carboxamide NC=1C(N(C2=C(N1)SC(=C2)C(=O)NC2CCN(CC2)CCCOC2=NC=C(C(=N2)N)F)C2=CC1=C(OCCN1C1=CC=CC=C1)C=C2)=O